N1C=NC2=C1C=CC(=C2)N2C(NCC2C2CCCCC2)=O 1-(1H-Benzo[d]imidazol-5-yl)-5-cyclohexylimidazolidin-2-on